(E)-3,4,5-trimethoxy-N'-(1-(pyridin-4-yl)ethylidene)benzohydrazide COC=1C=C(C(=O)N/N=C(\C)/C2=CC=NC=C2)C=C(C1OC)OC